FC=1C=C2C3=C(NC2=CC1)[C@H](N([C@@H](C3)C)C[C@H](C(=O)OC)C)C3=C(C(=CC=C3F)OCCOS(=O)(=O)C)C methyl (R)-3-((1R,3R)-6-fluoro-1-(6-fluoro-2-methyl-3-(2-((methylsulfonyl) oxy) ethoxy) phenyl)-3-methyl-1,3,4,9-tetrahydro-2H-pyrido[3,4-b]indol-2-yl)-2-methylpropionate